OC1(CC(C1)CNC=1OC=2C(=NC(=CC2)C2=C(C=C(C=C2C)C(F)(F)F)O)N1)C cis-2-[2-[(3-Hydroxy-3-methyl-cyclobutyl)methylamino]oxazolo[4,5-b]pyridin-5-yl]-3-methyl-5-(trifluoromethyl)phenol